(4R)-4-[3-Oxo-3-[3-[4-[5-(trifluoromethyl)pyrazin-2-yl]phenyl]azetidin-1-yl]propyl]oxazolidin-2-one O=C(CC[C@H]1NC(OC1)=O)N1CC(C1)C1=CC=C(C=C1)C1=NC=C(N=C1)C(F)(F)F